N-(2,3,6-trimethyl-4-hydroxybenzyl)acetamide CC1=C(CNC(C)=O)C(=CC(=C1C)O)C